2,5-Xylidine NC=1C(=CC=C(C1)C)C